CN[C@@H]1CN(CCC1)C1=NC2=C(N1[C@H](C)C1=CC=C(C=N1)C#N)C=CC=C2 6-((1R)-1-(2-((3S)-3-(methylamino)-1-piperidinyl)-1H-benzimidazol-1-yl)ethyl)-3-pyridinecarbonitrile